ClC1=NC=CC2=C1C(=CN2C2=NC=CN=C2)C2=NC(=NC(=C2)OC2CCC(CC2)C(F)(F)F)C 4-[4-chloro-1-(pyrazin-2-yl)-1H-pyrrolo[3,2-c]pyridin-3-yl]-2-methyl-6-{[(1r,4r)-4-(trifluoromethyl)cyclohexyl]oxy}pyrimidine